Cl.COC1=C(C=C(C(=C1)CN1CCN(CC1)CC1CCNCC1)OC)C1=CN(C(C2=CN=CC=C12)=O)C 4-(2,5-dimethoxy-4-((4-(piperidin-4-ylmethyl)piperazin-1-yl)methyl)phenyl)-2-methyl-2,7-naphthyridin-1(2H)-one hydrochloride